2-(3-bromophenyl)-2-cyclobutyl-acetic hydrazide BrC=1C=C(C=CC1)C(C(=O)NN)C1CCC1